(1H-pyrrolo[2,3-b]pyridin-5-yl)oxyl-4-(2,2-dimethoxy-7-azaspiro[3.5]nonan-7-yl-6,6,8,8-d4)benzoate N1C=CC=2C1=NC=C(C2)OC2=C(C(=O)[O-])C=CC(=C2)N2C(CC1(CC(C1)(OC)OC)CC2([2H])[2H])([2H])[2H]